2-butyl-3-((3-(ethoxymethyl)-4-(4,4,5,5-tetramethyl-1,3,2-dioxaborolan-2-yl)phenyl)methyl-d2)-1,3-diazaspiro[4.4]non-1-en-4-one C(CCC)C1=NC2(C(N1C([2H])([2H])C1=CC(=C(C=C1)B1OC(C(O1)(C)C)(C)C)COCC)=O)CCCC2